P(=O)(OC[N+]1=C(C(=CC=C1)C1=CC(=NO1)CC=1C=NC(=CC1)OCCC1=C(C=CC=C1F)Cl)N)(O)[O-] (2-amino-3-(3-((6-(2-chloro-6-fluorophenethoxy)pyridin-3-yl)methyl)isoxazol-5-yl)pyridin-1-ium-1-yl)methyl hydrogen phosphate